tert-butyl (2S,5R)-2-(carbamoylmethyl)-5-(2,3-dichloro-6-methoxyphenyl)pyrrolidine-1-carboxylate C(N)(=O)C[C@H]1N([C@H](CC1)C1=C(C(=CC=C1OC)Cl)Cl)C(=O)OC(C)(C)C